C(C1=CC=CC=C1)OC1=CC=C2C(=CNC2=C1)C1=NC=C(C2=C1CNC2=O)NC2=NC=C(C=C2)N2CCN(CC2)C 4-(6-(benzyloxy)-1H-indol-3-yl)-7-((5-(4-methylpiperazin-1-yl)pyridin-2-yl)amino)-2,3-dihydro-1H-pyrrolo[3,4-c]pyridin-1-one